morpholino-1,2,4-thiadiazol-5-amine O1CCN(CC1)C1=NSC(=N1)N